FC=1C(=CC2=C(C(N3[C@@H](CO2)C[C@@H](C3)O)=O)C1OCCOC)C (2S,11aR)-7-Fluoro-2-hydroxy-6-(2-methoxyethoxy)-8-methyl-2,3,11,11a-tetrahydro-1H,5H-benzo[f]pyrrolo[2,1-c][1,4]oxazepin-5-one